3-(4-chloro-5-ethoxy-2-fluorophenyl)pyridazine ClC1=CC(=C(C=C1OCC)C=1N=NC=CC1)F